Cl.Cl.ClC1=CC=C(C=C1)C=1N=C2N(C=CC=C2)C1CN1CC2COCC(C1)N2 7-{[2-(4-Chlorophenyl)imidazo[1,2-a]pyridin-3-yl]methyl}-3-oxa-7,9-diazabicyclo-[3.3.1]nonan-Dihydrochlorid